6-(4,6-dichloro-8-fluoro-2-(((S)-1-methylpyrrolidin-2-yl)methoxy)-quinazolin-7-yl)-N,N-bis(4-methoxybenzyl)-4-methyl-5-(trifluoromethyl)pyridin-2-amine ClC1=NC(=NC2=C(C(=C(C=C12)Cl)C1=C(C(=CC(=N1)N(CC1=CC=C(C=C1)OC)CC1=CC=C(C=C1)OC)C)C(F)(F)F)F)OC[C@H]1N(CCC1)C